C1(=CC=CC=C1)C1=C(C=2NC3=CC=CC=C3C2C=C1)C=1C(=C(C(=C(C1)C1=CC=CC=C1)[2H])[2H])C1=C(C=CC=2C3=CC=CC=C3NC12)C1=CC=CC=C1 bis(phenylcarbazolyl)biphenyl-d2